3-[[4-[(2R)-2-[[2-(tert-Butoxycarbonylamino)spiro[3.3]heptan-6-yl]amino]-4,4-dimethyl-pentoxy]-6-(2,6-dimethylphenyl)pyrimidin-2-yl]sulfamoyl]benzoic acid C(C)(C)(C)OC(=O)NC1CC2(C1)CC(C2)N[C@@H](COC2=NC(=NC(=C2)C2=C(C=CC=C2C)C)NS(=O)(=O)C=2C=C(C(=O)O)C=CC2)CC(C)(C)C